FC1(CC1)C(=O)N[C@H](C(=O)N1[C@@H](C[C@H](C1)O)C(=O)NCC1=C(C=C(C=C1)C1=C(N=CS1)C)C)C(C)(SC(C1=CC=CC=C1)(C1=CC=CC=C1)C1=CC=CC=C1)C (2S,4R)-1-((R)-2-(1-fluorocyclopropane-1-carboxamido)-3-methyl-3-(tritylthio)butanoyl)-4-hydroxy-N-(2-methyl-4-(4-methylthiazol-5-yl)benzyl)pyrrolidine-2-carboxamide